3-(1,2,3,4-tetrahydroisoquinolin-7-yl)-1H-1,2,4-triazole-3,5-diamine C1NCCC2=CC=C(C=C12)C1(NNC(=N1)N)N